CC1C=CC(S(=O)(=O)N(Cl)Cl)=CC=1 N,N-dichloro-p-toluenesulfonamide